5-(tert-butyl)-N-(5-(tert-butyl)-[1,1'-biphenyl]-2-yl)benzo[b]thiophen-3-amine C(C)(C)(C)C1=CC2=C(SC=C2NC2=C(C=C(C=C2)C(C)(C)C)C2=CC=CC=C2)C=C1